4,4-Bis(4-hydroxyphenyl)heptan OC1=CC=C(C=C1)C(CCC)(CCC)C1=CC=C(C=C1)O